C(C)OC(C1=C(C=C(C=C1)C1=CC=CC=2CN(COC21)C(C2=C(C=C(C=C2Cl)F)Cl)=O)N2CCOCC2)=O 4-[3-(2,6-Dichloro-4-fluorobenzoyl)-2,4-dihydro-1,3-benzoxazin-8-yl]-2-morpholin-4-ylbenzoic acid ethyl ester